2-(2-fluoro-4,5-dimethoxyphenyl)-7-(piperazin-1-yl)-4H-pyrido[1,2-a]pyrimidin-4-one FC1=C(C=C(C(=C1)OC)OC)C=1N=C2N(C(C1)=O)C=C(C=C2)N2CCNCC2